C1(CCCC1)C(=O)NN cyclopentane-carbohydrazide